8-chloro-N-(1H-indol-5-yl)quinolin-2-amine ClC=1C=CC=C2C=CC(=NC12)NC=1C=C2C=CNC2=CC1